N-methyl-N-(5-(trifluoromethyl)-2-((5-(1,2,2-trimethyl-2,3-dihydro-1H-pyrrolo[2,3-c]pyridin-5-yl)-1,2,4-thiadiazol-3-yl)amino)pyridin-3-yl)acetamide CN(C(C)=O)C=1C(=NC=C(C1)C(F)(F)F)NC1=NSC(=N1)C=1C=C2C(=CN1)N(C(C2)(C)C)C